CC1=C(C=NC=C1)C1=NC=C(C=C1)S(=O)(=O)NC=1C=CC=C2C=NN(C12)C 4'-METHYL-N-(1-METHYL-1H-INDAZOL-7-YL)-2,3'-BIPYRIDINE-5-SULFONAMIDE